(9H-carbazol-9-yl)-N,N,N-trimethylpentan-1-aminium C1=CC=CC=2C3=CC=CC=C3N(C12)C(CCCC)[N+](C)(C)C